tert-Butyl 5-({(4R)-4-fluoro-1-[(1-{4-[methoxy(methyl)carbamoyl]phenyl}cyclohexyl)carbonyl]-D-prolyl}amino)-1H-pyrazolo[4,3-b]pyridine-1-carboxylate F[C@@H]1C[C@@H](N(C1)C(=O)C1(CCCCC1)C1=CC=C(C=C1)C(N(C)OC)=O)C(=O)NC1=CC=C2C(=N1)C=NN2C(=O)OC(C)(C)C